2-(2,6-dioxopiperidin-3-yl)-5-fluoro-6-(4-((1-(2-(4-(1-(4-hydroxyphenyl)-2-phenylbut-1-en-1-yl)phenoxy)ethyl)piperidin-4-yl)methyl)-2,6-dimethylpiperazin-1-yl)isoindoline-1,3-dione O=C1NC(CCC1N1C(C2=CC(=C(C=C2C1=O)F)N1C(CN(CC1C)CC1CCN(CC1)CCOC1=CC=C(C=C1)C(=C(CC)C1=CC=CC=C1)C1=CC=C(C=C1)O)C)=O)=O